10a,12a-dimethyl-1-((R)-6-methylheptan-2-yl)-2,3,3a,3b,4,5,5a,6,10,10a,10b,11,12,12a-tetradecahydro-1H-cyclopenta[7,8]phenanthro[2,3-d][1,2,3]thiadiazole-4,5-diol CC12CC3=C(N=NS3)CC2C(C(C2C3C(CCC12)(C(CC3)[C@H](C)CCCC(C)C)C)O)O